(S)-N-(11-iodo-1,2,3,9-tetramethoxy-10-oxo-5,6,7,10-tetrahydrobenzo[a]heptalen-7-yl)acetamide IC=1C(C(=CC=2[C@H](CCC3=C(C2C1)C(=C(C(=C3)OC)OC)OC)NC(C)=O)OC)=O